4-[[(4S)-3-[2-[[(1S)-1-(2,2-difluoro-1,3-benzodioxol-5-yl)ethyl]amino]-4-pyridyl]-1-(2,2,2-trifluoroethyl)-4,5,6,7-tetrahydroindazol-4-yl]oxy]benzoic acid FC1(OC2=C(O1)C=CC(=C2)[C@H](C)NC2=NC=CC(=C2)C2=NN(C=1CCC[C@@H](C21)OC2=CC=C(C(=O)O)C=C2)CC(F)(F)F)F